4-Methoxy-N-[(1R)-1-[[(3-amino-3-oxo-propyl)-(2-chloro-2-fluoro-acetyl)amino]carbamoyl]-3-methyl-butyl]-1H-indole-2-carboxamide COC1=C2C=C(NC2=CC=C1)C(=O)N[C@H](CC(C)C)C(NN(C(C(F)Cl)=O)CCC(=O)N)=O